C1=CC=C(C(=C1)C=O)[N+](=O)[O-] The molecule is benzaldehyde substituted at the ortho-position with a nitro group. It is a C-nitro compound and a member of benzaldehydes.